FC1=CC=C(CCOC2=CC=C3C=CN(C3=C2)CCNC(CO)CO)C=C1 2-((2-(6-(4-fluorophenethoxy)-1H-indol-1-yl)ethyl)amino)propane-1,3-diol